tert-butyl (3S,4R)-3-((2-chloro-5-cyclopropyl-7-((2-(trimethylsilyl) ethoxy) methyl)-7H-pyrrolo[2,3-d]pyrimidin-4-yl) amino)-4-fluoropiperidin-1-carboxylate ClC=1N=C(C2=C(N1)N(C=C2C2CC2)COCC[Si](C)(C)C)N[C@H]2CN(CC[C@H]2F)C(=O)OC(C)(C)C